The molecule is a monosaccharide derivative that is trans-chalcone substituted by hydroxy groups at positions 4, 4' and 6 and a beta-D-glucopyranosyloxy group at position 2' respectively. It has a role as a plant metabolite and an antioxidant. It is a member of chalcones, a member of resorcinols, a beta-D-glucoside and a monosaccharide derivative. It derives from a trans-chalcone. C1=CC(=CC=C1/C=C/C(=O)C2=C(C=C(C=C2O[C@H]3[C@@H]([C@H]([C@@H]([C@H](O3)CO)O)O)O)O)O)O